FC1=CC=C(C=C1)[C@@H](C(C)(C)O)NC(=O)C1=NN2C(C(NC(=C2)C2=CC=3CCCCC3C=C2)=O)=C1 N-[(1S)-1-(4-Fluorophenyl)-2-hydroxy-2-methylpropyl]-4-oxo-6-(5,6,7,8-tetrahydronaphthalen-2-yl)-4,5-dihydropyrazolo[1,5-a]pyrazine-2-carboxamide